O1NC=CC2=C1C=CN=N2 pyridazinooxazin